2-(tert-butyl)-6-iodobenzoic acid C(C)(C)(C)C1=C(C(=O)O)C(=CC=C1)I